[Cr](=O)(=O)([O-])Br.[NH+]1=CC=CC=C1.NC1=C(C=C(C=C1)N1C[C@@H]2N(CC1)CCC2)S (R)-2-amino-5-(hexahydropyrrolo[1,2-a]pyrazin-2(1H)-yl)thiophenol pyridinium bromochromate